(S,E)-1-(2-ethyl-4-(1-(((3-methyl-4-morpholinylbenzyl)oxy)imino)ethyl)benzyl)pyrrolidine-3-carboxylic acid C(C)C1=C(CN2C[C@H](CC2)C(=O)O)C=CC(=C1)/C(/C)=N/OCC1=CC(=C(C=C1)N1CCOCC1)C